COC(C(C)C)=O 1-Methoxy-2-methyl-1-oxopropan